ClC1=NC(=CC(=N1)N1N=NC2=C1C=CC(=C2)OC)Cl 1-(2,6-dichloropyrimidin-4-yl)-5-methoxy-1H-benzo[d][1,2,3]triazole